3-carboxy-2-hydroxy-propane C(=O)(O)CC(C)O